COC1=C(C(=NC=C1C)CS(=O)C1=NC2=C(N1)C=CC(=C2)OC(CCCCC)=O)C caproic acid 2-(((4-methoxy-3,5-dimethylpyridin-2-yl) methyl) sulfinyl)-1H-benzo[d]imidazol-5-yl ester